OC1=CC=C(C=C1)/C(=C(\CC)/C1=CC=CC=C1)/C1=CC=C(OCCCCCN2CCN(CC2)C=2C=C3CN(C(C3=CC2)=O)C2C(NCC(C2)=O)=O)C=C1 (Z)-3-(5-(4-(5-(4-(1-(4-hydroxyphenyl)-2-phenylbut-1-en-1-yl)phenoxy)pentyl)piperazin-1-yl)-1-oxoisoindolin-2-yl)piperidine-2,5-dione